4-[1-(4-methoxypyrimidin-2-yl)piperidine-4-carbonyl]-3,5-dihydro-2H-pyrido[3,4-f][1,4]oxazepine-9-carbonitrile COC1=NC(=NC=C1)N1CCC(CC1)C(=O)N1CCOC2=C(C1)C=NC=C2C#N